5-methyl-4-(2-naphthyl)-2-(2-thienylmethyl)imidazole CC1=C(N=C(N1)CC=1SC=CC1)C1=CC2=CC=CC=C2C=C1